(1r,3r)-N-methoxy-N-methyl-3-(trifluoromethyl)cyclobutane-1-carboxamide CON(C(=O)C1CC(C1)C(F)(F)F)C